4-((1S,4S)-5-isopropyl-2,5-diazabicyclo[2.2.1]hept-2-yl)cyclobut-3-ene-1,2-dione C(C)(C)N1[C@@H]2CN([C@H](C1)C2)C2=CC(C2=O)=O